2-(methylsulfanyl)-1-(2-(5-(5-methylthiophen-2-yl)imidazol-2-yl)piperidin-1-yl)propan-1-one CSC(C(=O)N1C(CCCC1)C=1NC(=CN1)C=1SC(=CC1)C)C